diphenylpyridazine-4-carboxylate C1(=CC=CC=C1)C=1C(=C(N=NC1)C1=CC=CC=C1)C(=O)[O-]